C(CCC)[Sn](C=1N=C2O[C@@H](CN2C1)C)(CCCC)CCCC tributyl-((2R)-2-methyl-2,3-dihydroimidazo[2,1-B]oxazol-6-yl)stannane